7-ethoxy-4,6-difluoro-dibenzothiophene-trifluoro-methanesulfonic acid salt FC(S(=O)(=O)O)(F)F.C(C)OC1=C(C2=C(C3=C(S2)C(=CC=C3)F)C=C1)F